bisdodecylsulfamic acid C(CCCCCCCCCCC)N(S(O)(=O)=O)CCCCCCCCCCCC